1-(3,4-Dimethoxyphenyl)-1,1-dimethoxy-butan-2-ol COC=1C=C(C=CC1OC)C(C(CC)O)(OC)OC